1-(2-((2-chlorophenethyl)sulfonyl)-2-azaspiro[3.3]heptan-6-yl)-3-(4-methoxybenzyl)urea ClC1=C(CCS(=O)(=O)N2CC3(C2)CC(C3)NC(=O)NCC3=CC=C(C=C3)OC)C=CC=C1